C(C)N1C[C@@H](CCC1)C1=NN(C2=C(N=NC=C21)N)C [(3R)-1-ethyl-3-piperidyl]-1-methyl-pyrazolo[3,4-d]pyridazin-7-amine